C(C)(=O)N[C@H](C(=O)N[C@H](C(=O)OCCCC)CCC(C)(C)C)CC1=CNC2=CC=CC=C12 butyl (S)-2-((S)-2-acetamido-3-(1H-indol-3-yl)propanamido)-5,5-dimethylhexanoate